CC=1C=CC(=C(CO)C1)C#CC1=CC=CC=C1 5-methyl-2-(phenylethynyl)benzyl alcohol